1,3,3,7-tetramethyl-indoline (((benzyloxy)carbonyl)amino)bicyclo[1.1.1]pentan-1-yl-(S)-1-(4-fluorophenyl)-3,4-dihydroisoquinoline-2(1H)-carboxylate C(C1=CC=CC=C1)OC(=O)NC1N([C@](C2=CC=CC=C2C1)(C1=CC=C(C=C1)F)C12CC(C1)C2)C(=O)O.CN2CC(C1=CC=CC(=C21)C)(C)C